1,2-bis(ethynyldimethoxysilyl)ethane (4-chlorophenyl)-1H-pyrazol-3-ylmethyl-carbamate ClC1=CC=C(C=C1)N(C(O)=O)CC1=NNC=C1.C(#C)[Si](CC[Si](OC)(OC)C#C)(OC)OC